COC1=CC=C(C=N1)C1COC2=C(O1)C=CC(=C2)C=O 2-(6-methoxypyridin-3-yl)-2,3-dihydrobenzo[b][1,4]dioxin-6-carbaldehyde